P(=O)(OC)(OC)OC=1C=C(C=CC1)C dimethyl m-tolyl phosphate